C(C)(C)(C)OC(=O)N1CC(C1)(F)COC(=O)N1CCC(CC1)NC1=CC(=NC=2N1N=CC2C(C)C)C=2C=NC(=NC2)OC 4-((3-isopropyl-5-(2-methoxypyrimidin-5-yl)pyrazolo[1,5-a]pyrimidin-7-yl)amino)piperidine-1-carboxylic acid (1-(tert-butoxycarbonyl)-3-fluoroazetidine-3-yl)methyl ester